2-[4-[(2R)-3-[3-[6-[8-(1,3-benzothiazol-2-ylcarbamoyl)-3,4-dihydro-1H-isoquinolin-2-yl]-2-tert-butoxycarbonyl-3-pyridyl]-2-methyl-phenoxy]-2-methyl-propyl]-1-piperidyl]acetic acid S1C(=NC2=C1C=CC=C2)NC(=O)C=2C=CC=C1CCN(CC21)C2=CC=C(C(=N2)C(=O)OC(C)(C)C)C=2C(=C(OC[C@@H](CC1CCN(CC1)CC(=O)O)C)C=CC2)C